N=1NC(C=C2C1[C@@H]1CC[C@H](C2)C1)=O (6s,9r)-2,5,6,7,8,9-hexahydro-3H-6,9-methano-cyclohepta[c]pyridazin-3-one